P(O)(O)O.CC(C)(C)C1=C(C(=CC(=C1)C(C)(C)C)C)C=CC1=C(C=C(C=C1C)C(C)(C)C)C(C)(C)C bis[2,4-bis(1,1-dimethylethyl)-6-methylphenyl] ethylene phosphite